C1(=CC=C(C=C1)CCC12C=CC(CC1)C2)C2=CC=CC=C2 (2-([1,1'-biphenyl]-4-yl)ethyl)bicyclo[2.2.1]hept-2-ene